COCOC=1C(=CC2=CN(N=C2C1C)C)C1=NC=C(C(=N1)C)C(=O)NC1CN(CC1)C(=O)OC(C)(C)C tert-butyl 3-[[2-[6-(methoxymethoxy)-2,7-dimethyl-indazol-5-yl]-4-methyl-pyrimidine-5-carbonyl]amino]pyrrolidine-1-carboxylate